4,5,6,7-tetrahydro-1H-pyrazolo[3,4-c]pyridine-4-Amine hydrochloride Cl.N1N=CC2=C1CNCC2N